O.[Na+].OC(CCN(C)CCCCC)(P(O)(O)=O)P([O-])(O)=O 1-hydroxy-3-(N-methyl-pentylamino)-propylidenediphosphonic acid monosodium salt monohydrate